(5-chloro-6-(2H-1,2,3-triazol-2-yl)pyridin-3-yl)-5-cyclopropyl-3,4-dihydro-1,7-naphthyridine-1(2H)-carboxamide ClC=1C=C(C=NC1N1N=CC=N1)C1N(C2=CN=CC(=C2CC1)C1CC1)C(=O)N